(R)-7-Methyl-2-(5-methyl-5,6,7,8-tetrahydro-1,6-naphthyridine-6-carbonyl)-1H-benzo[d]imidazole-5-carbonitrile CC1=CC(=CC2=C1NC(=N2)C(=O)N2[C@@H](C=1C=CC=NC1CC2)C)C#N